2-BUTOXY-4-FLUOROPHENYLBORONIC ACID C(CCC)OC1=C(C=CC(=C1)F)B(O)O